((3aR,3bR,4aS,5R,5aS)-5-(4-Chloro-6-methyl-7H-pyrrolo[2,3-d]pyrimidin-7-yl)-2,2-dimethyltetrahydrocyclopropa[3,4]cyclopenta[1,2-d][1,3]dioxol-3b(3aH)-yl)methanol ClC=1C2=C(N=CN1)N(C(=C2)C)[C@@H]2[C@@H]1[C@]([C@@H]3[C@H]2OC(O3)(C)C)(C1)CO